N=1N=CN2C1C=C(C=C2)NC(=O)C2=C(NC=1N(C2C2=CC(=C(C=C2)C(F)(F)F)F)N=C(C1)C(=O)OCC)C ethyl 6-([1,2,4]triazolo[4,3-a]pyridin-7-ylcarbamoyl)-7-(3-fluoro-4-(trifluoromethyl) phenyl)-5-methyl-4,7-dihydropyrazolo[1,5-a]pyrimidine-2-carboxylate